FC1=C(C#N)C=C(C=C1)OC=1C(=C2C=CNC2=CC1F)C=C 2-fluoro-5-[(6-fluoro-4-vinyl-1H-indol-5-yl)oxy]benzonitrile